FC(COC=1C(=NC=CC1)OC=1C=C2C(=NC1)N=C(O2)C(=O)O)(F)F 6-((3-(2,2,2-trifluoroethoxy)pyridin-2-yl)oxy)oxazolo[4,5-b]pyridine-2-carboxylic acid